C(#N)C=1C=C2C=NN(C2=CC1F)C[C@@H]1CC[C@H](CC1)C(=O)OC methyl trans-4-[(5-cyano-6-fluoro-indazol-1-yl)methyl]cyclohexanecarboxylate